CNC(OC=1OC2=C(C1)C=C(C=C2C#CC(F)(F)F)C2=CC=C(C=C2)C(=O)N2CCC(CC2)(F)F)=O (5-(4-(4,4-difluoropiperidine-1-carbonyl) phenyl)-7-(3,3,3-trifluoropropan-1-yn-1-yl) benzofuran-2-yl) methylcarbamate